(S)-3-(3-(4-hydroxy-1,5-dimethyl-2-oxo-1,2-dihydropyridin-3-yl)ureido)-3-(4'-(trifluoromethyl)biphenyl-3-yl)propionic acid OC1=C(C(N(C=C1C)C)=O)NC(N[C@@H](CC(=O)O)C=1C=C(C=CC1)C1=CC=C(C=C1)C(F)(F)F)=O